O1COC2=C1C=CC(=C2)CCN2C(C1=CC(=CC=C1C=C2)Cl)=O 2-(2-(benzo[d][1,3]dioxolan-5-yl)ethyl)-7-chloroisoquinolin-1(2H)-one